C(C1=CC=CC=C1)C1=NC(=NN1)C(=O)N[C@@H]1CCC2=C(N(C1=O)C)C=C(C=C2)C#CC2=CC=NC=C2 |r| (±)-5-Benzyl-N-(1-methyl-2-oxo-8-(pyridin-4-ylethynyl)-2,3,4,5-tetrahydro-1H-benzo[b]azepin-3-yl)-1H-1,2,4-triazole-3-carboxamide